ClC=1C=C(C=CC1F)C1=C(C(=CC=C1)F)NC(=O)C=1C(=NN(C1)C)C(F)F N-(3'-chloro-4'-fluoro-3-fluorobiphenyl-2-yl)-1-methyl-3-difluoromethyl-1H-pyrazole-4-carboxamide